OC=1C=C(C2=CC=CC=C2C1)N1CC=2N=C(N=C(C2CC1)N1CCN(CC1)C(C=C)=O)OCCCN1CC(CC1)OC 1-[4-[7-(3-hydroxy-1-naphthyl)-2-[3-(3-methoxypyrrolidin-1-yl)propoxy]-6,8-dihydro-5H-pyrido[3,4-d]pyrimidin-4-yl]piperazin-1-yl]prop-2-en-1-one